2-(((1R)-1-(2-cyano-3-(3-(1,3-dihydroxypropan-2-yl)pyrrolidin-1-yl)-7-methylquinoxalin-5-yl)ethyl)amino)benzoic acid C(#N)C1=NC2=CC(=CC(=C2N=C1N1CC(CC1)C(CO)CO)[C@@H](C)NC1=C(C(=O)O)C=CC=C1)C